N1,N4-bis(2-(2-(2-(2-(3-((S or R)-6,8-dichloro-2-methyl-1,2,3,4-tetrahydroisoquinolin-4-yl)phenylsulfonamido)ethoxy)ethoxy)ethoxy)ethyl)-2,3-dihydroxysuccinamide ClC=1C=C2[C@@H](CN(CC2=C(C1)Cl)C)C=1C=C(C=CC1)S(=O)(=O)NCCOCCOCCOCCNC(C(C(C(=O)NCCOCCOCCOCCNS(=O)(=O)C1=CC(=CC=C1)[C@@H]1CN(CC2=C(C=C(C=C12)Cl)Cl)C)O)O)=O |o1:4,62|